2-[1-[4-[4-[(E)-2-Benzoylethenyl]phenoxy]butyl]-3-cyano-4-[(E)-4-[hexyl(6-hydroxyhexyl)amino]styryl]-5-oxo-2,5-dihydro-1H-pyrrole-2-ylidene]malononitrile C(C1=CC=CC=C1)(=O)/C=C/C1=CC=C(OCCCCN2C(C(=C(C2=O)\C=C\C2=CC=C(C=C2)N(CCCCCCO)CCCCCC)C#N)=C(C#N)C#N)C=C1